methyl-6,7,8,9-tetrahydrooxazolo[5,4-f]isoquinolin-2(3H)-one CN1C(OC2=C3CCNCC3=CC=C21)=O